C(C)(C)(C)C1=NOC(=N1)C(=O)NCC1=C(C=C(C=C1)C1=NNC2=NC=C(C=C21)C2=CC=C(C=C2)N2CCNCC2)F 3-(tert-butyl)-N-(2-fluoro-4-(5-(4-(piperazin-1-yl)phenyl)-1H-pyrazolo[3,4-b]pyridin-3-yl)benzyl)-1,2,4-oxadiazole-5-carboxamide